FC1=C(C(=C(C(=C1F)NCC1=CC=C(C=C1)OC)F)F)S(=O)(=O)N 2,3,5,6-tetrafluoro-4-((4-methoxybenzyl)amino)benzenesulfonamide